FC(N1N=CC(=C1)C=1N=C(N(C1)C)C1=NC(=CC2=C1C=NN2C)C(=O)N)F 4-{4-[1-(difluoromethyl)-1H-pyrazol-4-yl]-1-methyl-1H-imidazol-2-yl}-1-methyl-1H-pyrazolo[4,3-c]pyridine-6-carboxamide